ClC=1C=CC(=C(C1)CC(=O)NC1=NC=NC(=C1)NCC=1N=C2N(C=C(C=C2)C2CC2)C1)C#N 2-(5-chloro-2-cyanophenyl)-N-(6-(((6-cyclopropylimidazo[1,2-a]pyridin-2-yl)methyl)amino)pyrimidin-4-yl)acetamide